3-[3-(22,28-Difluoro-6,9,9,11-tetramethyl-12-oxo-24-oxa-3,11,19,30-tetrazapentacyclo[23.3.1.12,5.015,23.016,20]triaconta-1(29),2,4,15,17,20,22,25,27-nonaen-6-yl)phenyl]propanoic acid FC=1C=C2NC=CC2=C2CCC(N(CC(CCC(C3=CN=C(C=4C(=CC=C(OC12)C4)F)N3)(C)C=3C=C(C=CC3)CCC(=O)O)(C)C)C)=O